Methyl (S)-5-((4-aminophenyl)amino)-2-(4-(N-((2,4-diaminopteridin-6-yl)methyl) formamido)-benzamido)pentanoate NC1=CC=C(C=C1)NCCC[C@@H](C(=O)OC)NC(C1=CC=C(C=C1)N(C=O)CC=1N=C2C(=NC(=NC2=NC1)N)N)=O